6-fluoropyridinbenzoic acid FC1=CC=CC(=N1)C1=CC=CC=C1C(=O)O